NC=1C(N=C(N(C1N)C1(CC1)C1=CC=C(C=C1)Cl)S)=O 5,6-diamino-1-(1-(4-chlorophenyl)cyclopropyl)-2-mercaptopyrimidin-4(1H)-one